tert-butyl (4-(6-cyano-1-cyclobutyl-5-methoxy-1H-indol-2-yl)phenyl)carbamate C(#N)C1=C(C=C2C=C(N(C2=C1)C1CCC1)C1=CC=C(C=C1)NC(OC(C)(C)C)=O)OC